C(C1=CC=CC=C1)OC1=CC(=C(C(=O)OC)C(=C1)C)O methyl 4-(benzyloxy)-2-hydroxy-6-methylbenzoate